BrC=1C=C(C=CC1Br)O 3,4-dibromo-phenol